2,4-dihydroxy-3-methylbenzoate OC1=C(C(=O)[O-])C=CC(=C1C)O